1-(2,2-difluoroethyl)-3-(3-fluoro-5-(trifluoromethyl)phenyl)-4-oxo-4H-pyrido[1,2-a]pyrimidin-1-ium-2-ol FC(C[N+]1=C2N(C(C(=C1O)C1=CC(=CC(=C1)C(F)(F)F)F)=O)C=CC=C2)F